N1(CCC=C1)C1=CC=C(C=C1)C=CC(=O)C1=C(C=C(C=C1)O)O 3-[4-(2,3-Dihydropyrrol-1-yl)phenyl]-1-(2,4-dihydroxyphenyl)prop-2-en-1-one